3-(Methylamino)propyltrimethoxysilane CNCCC[Si](OC)(OC)OC